C(CCCCCCCCCCCC)OC=O formic acid tridecyl ester